(E)-3-(2-phenyl-1H-indol-3-yl)acrylic acid tert-butyl ester C(C)(C)(C)OC(\C=C\C1=C(NC2=CC=CC=C12)C1=CC=CC=C1)=O